(1r,4S)-4-cyano-N-((S)-1-(4-((4-cyclopropyl-1,5-naphthyridin-3-yl)amino)phenyl)-2,2,2-trifluoroethyl)-N-methylcyclohexane-1-carboxamide C(#N)C1CCC(CC1)C(=O)N(C)[C@@H](C(F)(F)F)C1=CC=C(C=C1)NC=1C=NC2=CC=CN=C2C1C1CC1